C(CCC)C1(NS(C2=C(N(C1)C1=CC=CC=C1)C=C(C(=C2)OCC(=O)O)SC)(=O)=O)CC 2-((3-butyl-3-ethyl-7-(methylthio)-1,1-dioxido-5-phenyl-2,3,4,5-tetrahydrobenzo-1,2,5-thiadiazepin-8-yl)oxy)acetic acid